L-alanine 1-ethyl-3,3-difluoropiperidin-4-yl ester C(C)N1CC(C(CC1)OC([C@@H](N)C)=O)(F)F